2-[(phosphonomethyl)-amino]acetic acid P(=O)(O)(O)CNCC(=O)O